[(4R)-1-[(1R)-1-[(1R,2R)-2-[[2,2-dimethyl-6-(trifluoromethyl)chroman-4-yl]carbamoyl]cyclopropyl]-3-methoxy-propyl]-4-ethyl-4-methyl-6-oxo-hexahydropyrimidin-2-ylidene]ammonium CC1(OC2=CC=C(C=C2C(C1)NC(=O)[C@H]1[C@@H](C1)[C@@H](CCOC)N1C(N[C@](CC1=O)(C)CC)=[NH2+])C(F)(F)F)C